C1(CCCC1)NC(=O)C1=CC2=C(N=C(S2)C2CCN(CC2)CC)C=C1C N-cyclopentyl-2-(1-ethylpiperidin-4-yl)-5-methylbenzo[d]-thiazole-6-carboxamide